methyl 6-((2-methyl-3-(4,4,5,5-tetramethyl-1,3,2-dioxaborolan-2-yl)phenyl)carbamoyl)nicotinate CC1=C(C=CC=C1B1OC(C(O1)(C)C)(C)C)NC(=O)C1=NC=C(C(=O)OC)C=C1